1,3-bis(diphenylphosphino)butane tert-butyl-4-[3-[[6-[(2,6-dichloropyridine-3-carbonyl)sulfamoyl]-2-pyridyl]amino]butyl]-2,2-dimethyl-pyrrolidine-1-carboxylate C(C)(C)(C)OC(=O)N1C(CC(C1)CCC(C)NC1=NC(=CC=C1)S(NC(=O)C=1C(=NC(=CC1)Cl)Cl)(=O)=O)(C)C.C1(=CC=CC=C1)P(CCC(C)P(C1=CC=CC=C1)C1=CC=CC=C1)C1=CC=CC=C1